CN(C1CCN(CC1)CC1=CC=C(C=C1)C=1C=CC2=C(N(C(=N2)C=2C=C(C=CC2)NS(=O)(=O)C)C)C1)C N-(3-(6-(4-((4-(dimethylamino)piperidin-1-yl)methyl)phenyl)-1-methyl-1H-benzo[d]imidazol-2-yl)phenyl)methanesulfonamide